N-(6-(5-chloro-6-fluoro-7-(1,1,1-trifluoropropan-2-yl)-1H-indazol-4-yl)imidazo[1,2-a]pyrazin-2-yl)-2-fluorocyclopropane-1-carboxamide ClC=1C(=C2C=NNC2=C(C1F)C(C(F)(F)F)C)C=1N=CC=2N(C1)C=C(N2)NC(=O)C2C(C2)F